Cl.N(=[N+]=[N-])N[C@@H](CCCCN)C(=O)O azido-L-lysine hydrochloride